3-(pyridin-3-yl)-2,3-dihydrobenzofuran-5,7-dicarboxamide N1=CC(=CC=C1)C1COC2=C1C=C(C=C2C(=O)N)C(=O)N